C1(CC1)C=1C=NC(=NC1)N1C[C@@H](N(C[C@H]1C)C(=O)OCCC1=CNC(C(=C1)C(F)(F)F)=O)C 2-(6-Oxo-5-(trifluoromethyl)-1,6-dihydropyridin-3-yl)ethyl (2S,5R)-4-(5-cyclopropylpyrimidin-2-yl)-2,5-dimethylpiperazine-1-carboxylate